NC1CC2(C1)CCC2 2-aminospiro[3.3]heptane